2-(2-(3S)-(3-(2-(7-chloro-2-quinolyl)-vinyl-phenyl)-3-hydroxypropyl)phenyl)-2-propanol ClC1=CC=C2C=CC(=NC2=C1)C=CC1=C(C=CC=C1)[C@H](CCC1=C(C=CC=C1)C(C)(C)O)O